triglycerin eicosanoate C(CCCCCCCCCCCCCCCCCCC)(=O)O.OCC(O)CO.OCC(O)CO.OCC(O)CO